(azetidin-1-yl)pyrimidin-5-amine N1(CCC1)C1=NC=C(C=N1)N